6-chloro-2-ethyl-1-oxoisoindoline-4-Carboxaldehyde ClC=1C=C(C=2CN(C(C2C1)=O)CC)C=O